Ethyl 1-[[4-(3,3-dimethyl-2-oxo-butoxy)phenyl]methyl]pyrazole-4-carboxylate CC(C(COC1=CC=C(C=C1)CN1N=CC(=C1)C(=O)OCC)=O)(C)C